C1(CC1)N(C(=O)NC1=CC=CC=N1)C 6-{[cyclopropyl(methyl)carbamoyl]amino}pyridin